(4aR,8aS)-6-[4-[(R or S)-(3-Methylsulfonylphenyl)-(2-pyridyl)methyl]piperidine-1-carbonyl]-4,4a,5,7,8,8a-hexahydropyrido[4,3-b][1,4]oxazin-3-one CS(=O)(=O)C=1C=C(C=CC1)[C@@H](C1CCN(CC1)C(=O)N1C[C@@H]2[C@@H](OCC(N2)=O)CC1)C1=NC=CC=C1 |o1:10|